2-methylpropan-2-yl [({3-bromo-4-[(2-chloro-5-fluorophenyl)carbonyl]-2-methoxy-5-nitrophenyl}methyl)(trideuteriomethyl)amino]methanoate BrC=1C(=C(C=C(C1C(=O)C1=C(C=CC(=C1)F)Cl)[N+](=O)[O-])CN(C([2H])([2H])[2H])C(=O)OC(C)(C)C)OC